FC=1C=C(C=C(C1[C@H]1N([C@@H](CC=2C=C3C(=CC12)OCO3)C)CC(F)(F)F)F)N[C@@H]3CN(CC3)CCCF (S)-N-(3,5-difluoro-4-((5S,7R)-7-methyl-6-(2,2,2-trifluoroethyl)-5,6,7,8-tetrahydro-[1,3]dioxolano[4,5-g]isoquinolin-5-yl)phenyl)-1-(3-fluoropropyl)pyrrolidin-3-amine